tert-butyl (R)-2-(6-(5-chloro-2-((oxan-4-yl)amino)pyrimidin-4-yl)-4-fluoro-1-oxoisoindolin-2-yl)propanoate ClC=1C(=NC(=NC1)NC1CCOCC1)C1=CC(=C2CN(C(C2=C1)=O)[C@@H](C(=O)OC(C)(C)C)C)F